CN(C(CN1CCC(CC1)N1C(NC2=C1C=CC(=C2)C=2C=C(C=1N(C2)N=CN1)C)=O)=O)C N,N-dimethyl-2-(4-(5-(8-methyl-[1,2,4]triazolo[1,5-a]pyridin-6-yl)-2-oxo-2,3-dihydro-1H-benzo[d]imidazol-1-yl)piperidin-1-yl)acetamide